C(C)OC(CC1=C(C=C(C=C1C(C)C)C(C)C)C(C)C)=O 2,4,6-tri-isopropyl-phenylacetic acid ethyl ester